N-(6-(2H-1,2,3-triazol-2-yl)-5-(trifluoromethyl)pyridin-3-yl)-2-chloro-4-(3-ethynyl-5-fluoropyridin-2-yl)-5-fluorobenzamide N=1N(N=CC1)C1=C(C=C(C=N1)NC(C1=C(C=C(C(=C1)F)C1=NC=C(C=C1C#C)F)Cl)=O)C(F)(F)F